C(\C=C\C(=O)O)(=O)O.O1[C@@H](CC1)CN (S)-oxetan-2-ylmethylamine fumarate